2-(((S)-5,5-Difluoro-1-(4-fluoro-3-(trifluoromethyl)phenyl)-4-hydroxyl-4,5,6,7-tetrahydro-1H-indol-3-yl)sulfonyl)-2-fluoroacetonitrile FC1([C@H](C=2C(=CN(C2CC1)C1=CC(=C(C=C1)F)C(F)(F)F)S(=O)(=O)C(C#N)F)O)F